C12CNCC(CC1)N2C=2C(=C1CN(C(C1=CC2F)=O)C2CNCCC2)F 3-(5-(3,8-diazabicyclo[3.2.1]octan-8-yl)-4,6-difluoro-1-oxoisoindoline-2-yl)piperidine